methyl (5-(2-((6R*,8S*)-2-(3-Chloro-2-fluoro-6-(1H-tetrazol-1-yl)phenyl)-8-methyl-4-oxo-4,6,7,8-tetrahydropyrrolo[1,2-a]pyrimidin-6-yl)-1H-imidazol-5-yl)pyridin-2-yl)carbamate ClC=1C(=C(C(=CC1)N1N=NN=C1)C=1N=C2N(C(C1)=O)[C@H](C[C@@H]2C)C=2NC(=CN2)C=2C=CC(=NC2)NC(OC)=O)F |o1:19,21|